2-amino-N',3-dimethyl-N'-(7-methyl-7H-pyrrolo[2,3-d]pyrimidin-2-yl)-N-((5-(trifluoromethyl)pyridin-2-yl)methyl)quinoline-6-carbohydrazide NC1=NC2=CC=C(C=C2C=C1C)C(=O)N(N(C=1N=CC2=C(N1)N(C=C2)C)C)CC2=NC=C(C=C2)C(F)(F)F